((oxybis(ethane-2,1-diyl))bis(oxy))bis(ethane-2,1-diyl) bis(1-(((((1R,8S)-bicyclo[6.1.0]non-4-yn-9-yl)methoxy)carbonyl)amino)cyclopropane-1-carboxylate) [C@H]12CCC#CCC[C@@H]2C1COC(=O)NC1(CC1)C(=O)OCCOCCOCCOCCOC(=O)C1(CC1)NC(=O)OCC1[C@H]2CCC#CCC[C@@H]12